5-[3-(1H-imidazol-5-yl)-6-(oxolan-3-yl)imidazo[1,2-a]pyrimidin-2-yl]-3-(trifluoromethyl)-1H-1,2,4-triazole N1C=NC=C1C1=C(N=C2N1C=C(C=N2)C2COCC2)C2=NC(=NN2)C(F)(F)F